C(#N)C=1C(=NC2=CC(=C(C=C2C1NC1=CC=CC=C1)NC(\C=C\CN1CCOCC1)=O)OCC)CC (E)-N-(3-cyano-7-ethoxy-2-ethyl-4-(phenylamino)quinolin-6-yl)-4-morpholinobut-2-enamide